2-[6-amino-5-[8-[2-[3-(6,8-dihydro-5H-imidazo[1,2-a]pyrazin-7-yl)prop-1-ynyl]-4-pyridyl]-3,8-diazabicyclo[3.2.1]octan-3-yl]pyridazin-3-yl]phenol NC1=C(C=C(N=N1)C1=C(C=CC=C1)O)N1CC2CCC(C1)N2C2=CC(=NC=C2)C#CCN2CC=1N(CC2)C=CN1